(Rac)-(4-amino-1,3-dihydrofuro[3,4-c][1,7]naphthyridin-8-yl)((4aS,9bS)-7-(trifluoromethyl)-3,4,4a,9b-tetrahydrobenzofuro[3,2-b]pyridin-1(2H)-yl)methanone NC1=NC=2C=NC(=CC2C2=C1COC2)C(=O)N2[C@@H]1[C@H](CCC2)OC2=C1C=CC(=C2)C(F)(F)F |r|